o-nonyl-eugenol C(CCCCCCCC)C1(C(C=C(C=C1)CC=C)OC)O